2,5-bis(4-methylphenylamino)terephthalic acid CC1=CC=C(C=C1)NC1=C(C(=O)O)C=C(C(=C1)C(=O)O)NC1=CC=C(C=C1)C